Cl.N1[C@@H](CCC1)C(=O)N1CC2CCC(C1)N2C(=O)C2=CC=CC=C2 (3-(L-prolyl)-3,8-diazabicyclo[3.2.1]oct-8-yl)(phenyl)methanone hydrochloride